O=C1N(C(C2=CC=CC=C12)=O)C=1C(=NN2C1N=CC1=C2C(CC1C(=O)O)(C)C)F.C(C1=CC=CC=C1)OCC1OCC1 2-((benzyloxy)methyl)oxetane 1,3-dioxoisoindolin-2-yl-2-fluoro-8,8-dimethyl-7,8-dihydro-6H-cyclopenta[e]pyrazolo[1,5-a]pyrimidine-6-carboxylate